2-ethoxymethyl-ethoxypyrazine C(C)OCCCOC1=NC=CN=C1